methyl N2-(((9H-fluoren-9-yl)methoxy)carbonyl)-Nω-((2,2,4,6,7-pentamethyl-2,3-dihydrobenzofuran-5-yl)sulfonyl)-L-argininate C1=CC=CC=2C3=CC=CC=C3C(C12)COC(=O)N[C@@H](CCCNC(NS(=O)(=O)C=1C(=C(C2=C(CC(O2)(C)C)C1C)C)C)=N)C(=O)OC